ClC1=C(C=CC=C1)OC(=O)N1C[C@H](N(CC1)C([C@@H](NC1CCCCC1)CC1CCNCC1)=O)C(NCC=1SC=CC1)=O.N(=C=S)CC=1SC(=CC1)CN=C=S 2,5-bis(isothiocyanatomethyl)thiophene 2-chlorophenyl-(3S)-4-(N-cyclohexyl-3-piperidin-4-ylalanyl)-3-[(thiophen-2-ylmethyl)carbamoyl]piperazine-1-carboxylate